Ethyl (S)-1-((2-(3-(3-phenylpropyl)-1,2,4-oxadiazol-5-yl)piperidin-1-yl)sulfonyl)piperidine-4-carboxylate C1(=CC=CC=C1)CCCC1=NOC(=N1)[C@H]1N(CCCC1)S(=O)(=O)N1CCC(CC1)C(=O)OCC